2-{3-[(methylamino)methyl]phenyl}-2H-indazole-7-carboxamide CNCC=1C=C(C=CC1)N1N=C2C(=CC=CC2=C1)C(=O)N